N-[1-[2-(5-bromo-2-pyridyl)-1,2,4-triazol-3-yl]ethyl]-N-methyl-6,8-bis(trifluoromethyl)quinazolin-4-amine BrC=1C=CC(=NC1)N1N=CN=C1C(C)N(C1=NC=NC2=C(C=C(C=C12)C(F)(F)F)C(F)(F)F)C